C(C)OC(=O)C=1N=CC=2C(N(CCC2C1)C1=CC(=C(C(=C1)F)Cl)F)C 7-(4-chloro-3,5-difluorophenyl)-8-methyl-5,6,7,8-tetrahydro-2,7-naphthyridine-3-carboxylic acid ethyl ester